CC(C(=O)OC(C(CC)(C)C)=O)(CC)C 2,2-dimethylbutanoic acid anhydride